NC1=C(C(NC2=CC=CC(=C12)F)=O)C1=NC2=C(N1)C=C(C=C2)N2CCN(CC2)C 4-amino-5-fluoro-3-(6-(4-methylpiperazin-1-yl)-1H-benzo[d]imidazol-2-yl)quinolin-2(1H)-one